2-[4-[4-[2-chloro-4-[[5-[4-(difluorometh-oxy)-2,3-difluoro-phenyl]-1-methyl-imidazole-2-carbonyl]amino]-benzoyl]piperazine-1-carbonyl]-1-methyl-piperidin-1-ium-1-yl]acetic acid ClC1=C(C(=O)N2CCN(CC2)C(=O)C2CC[N+](CC2)(C)CC(=O)O)C=CC(=C1)NC(=O)C=1N(C(=CN1)C1=C(C(=C(C=C1)OC(F)F)F)F)C